2-(2,6-dioxopiperidin-3-yl)-4-((2-(piperazin-1-yl)ethyl)amino)isoindoline-1,3-dione O=C1NC(CCC1N1C(C2=CC=CC(=C2C1=O)NCCN1CCNCC1)=O)=O